2-(trimethylsilyl)ethyl-N-[(2,5-dioxo-2,5-dihydro-1H-pyrrol-1-yl)acetyl]-L-valyl-L-alanyl-beta-alanyl-L-lysinate C[Si](CCN([C@@H](C(C)C)C(=O)N[C@@H](C)C(=O)NCCC(=O)N[C@@H](CCCCN)C(=O)[O-])C(CN1C(C=CC1=O)=O)=O)(C)C